acetic acid monosodium salt [Na+].C(C)(=O)[O-]